FCC1(CCN(CC1)C(=O)C1=NN(C=2CCCCC12)CC(=O)N1CCC(CC1)OC1=C(C=CC=C1)C)O 2-(3-(4-(fluoromethyl)-4-hydroxypiperidine-1-carbonyl)-4,5,6,7-tetrahydro-1H-indazol-1-yl)-1-(4-(o-tolyloxy)piperidin-1-yl)ethanone